lauric acid amide ethyl-dimethylaminoxide C(C)CN([O-])C.C(CCCCCCCCCCC)(=O)N